tert-butyl (4-(N-(tert-butoxycarbonyl)-N-(thiazol-4-yl)sulfamoyl)-3,5-difluorophenyl)(2-fluoro-6-((4-methylpiperazin-1-yl)methyl)benzyl)carbamate C(C)(C)(C)OC(=O)N(S(=O)(=O)C1=C(C=C(C=C1F)N(C(OC(C)(C)C)=O)CC1=C(C=CC=C1CN1CCN(CC1)C)F)F)C=1N=CSC1